3-(5-((2-azabicyclo[2.2.1]heptan-6-yl)oxy)-1-oxoisoindolin-2-yl)piperidine-2,6-dione C12NCC(CC1OC=1C=C3CN(C(C3=CC1)=O)C1C(NC(CC1)=O)=O)C2